BrC=1C=C(C=CC1)C=1N=CC2=C(N1)C(=NC=C2C)Cl 2-(3-bromophenyl)-8-chloro-5-methylpyrido[3,4-d]pyrimidine